ClC1=NC(=NC(=C1N)Cl)SCCC 4,6-dichloro-2-(propylthio)pyrimidine-5-amine